FC1=C(/C=C/C2=CC=C(C=C2)C2=CC(=NO2)C2=CC(=C(C=C2)Cl)Cl)C=CC(=C1)F (E)-5-(4-(2,4-difluorostyryl)phenyl)-3-(3,4-dichlorophenyl)-isoxazole